C1(CC1)C1=NN=C2N1C=C(C=C2)C2=C1CN(C(C1=CC=C2)=O)CC(C#N)=C 2-[[4-(3-cyclopropyl-[1,2,4]triazolo[4,3-a]pyridin-6-yl)-1-oxo-isoindolin-2-yl]methyl]prop-2-enenitrile